COC(=O)C[C@H](C(=O)O)N D-aspartic acid-β-methyl ester